COC(=O)C1=CC=CC(=N1)CN1CCOCCOCCN(CCOCCOCC1)CC1=CC=CC(=N1)C(=O)[O-] 6-[[16-[(6-methoxycarbonyl-2-pyridyl)methyl]-1,4,10,13-tetraoxa-7,16-diazacyclooctadec-7-yl]methyl]pyridine-2-carboxylate